FC(CNCC1=CC(=C(C(=C1)C)C=1C=C2C(=CN1)NN=C2C=2C=NN(C2)C)F)(F)F 2,2,2-Trifluoro-N-(3-fluoro-5-methyl-4-(3-(1-methyl-1H-pyrazol-4-yl)-1H-pyrazolo[3,4-c]pyridin-5-yl)benzyl)ethanamine